2-((1R)-1-(4-(2-(5-chloropyridin-2-yl)-2-methylbenzo[d][1,3]dioxolan-4-yl)piperidin-1-yl)ethyl)-4-methoxy-1-(((S)-oxetan-2-yl)methyl)-1H-benzo[d]imidazole-6-carboxylic acid ClC=1C=CC(=NC1)C1(OC2=C(O1)C=CC=C2C2CCN(CC2)[C@H](C)C2=NC1=C(N2C[C@H]2OCC2)C=C(C=C1OC)C(=O)O)C